5,5'-dimethoxy-6,6'-diaminobiphenyl COC=1C=CC=C(C1N)C1=CC=CC(=C1N)OC